OC1=CC(=NN1)N1C(C2=CC=CC=C2C1=O)=O 2-(5-hydroxy-1H-pyrazol-3-yl)isoindoline-1,3-dione